COC1=C(C2=C(C=C1)C3=C(C(=O)C4=C(O3)C(=C(C=C4)OC)OC)OC2)O The molecule is a hydroxyhomoflavonoid that is isochromeno[4,3-b]chromen-7(5H)-one substituted by a hydroxy group at position 4 and methoxy groups at positions 3, 10 and 11. It has been isolated from Mimosa diplotricha. It has a role as a plant metabolite. It is a hydroxy homoflavonoid, an aromatic ether and an organic heterotetracyclic compound.